C(C)(C)(C)OC(=O)N(CCN1CCC(CC1)C1=NC=CC(=C1)CN(C(=O)C=1C=C(OC2=CC=C(C=C2)CC(=O)OC)C=CC1)C)C methyl 2-(4-(3-(((2-(1-(2-((tert-butoxycarbonyl)(methyl)amino)ethyl)piperidin-4-yl)pyridin-4-yl)methyl)(methyl)carbamoyl)phenoxy)phenyl)acetate